CC1=NN(C(=C1)C)C=1N=C(C2=C(N1)C=CN2C)NC2=CC(=CC=C2)C 2-(3,5-dimethyl-1H-pyrazol-1-yl)-5-methyl-N-(3-methylphenyl)-5H-pyrrolo[3,2-d]pyrimidin-4-amine